ClC1=CC=C(C=N1)S(=O)(=O)NC1=CC=C(C=C1)B1OC(C(O1)(C)C)(C)C 6-chloro-N-[4-(4,4,5,5-tetramethyl-1,3,2-dioxaborolan-2-yl)phenyl]pyridine-3-sulfonamide